tert-Butyl 3-(4-((3-chloro-2-fluorophenyl)amino)quinazolin-6-yl)imidazolidine-1-carboxylate ClC=1C(=C(C=CC1)NC1=NC=NC2=CC=C(C=C12)N1CN(CC1)C(=O)OC(C)(C)C)F